N-methyl-5-(2-methyl-2,3-dihydroimidazo[2,1-B]oxazol-6-yl)-6-((3-(trifluoromethyl)benzyl)amino)pyridine-3-sulfonamide CNS(=O)(=O)C=1C=NC(=C(C1)C=1N=C2OC(CN2C1)C)NCC1=CC(=CC=C1)C(F)(F)F